CN1CC(CC1)OC(C(C1=C(C=CC=C1)C(C)C)O)=O 2-hydroxy-2-(2-isopropylphenyl)acetic acid-1-methylpyrrolidin-3-yl ester